OC(C)C=1N(C=CN1)CC=1N=C(OC1)C1=CC=C(C=C1)C#C (4-(4-((2-(1-hydroxyethyl)-1H-imidazol-1-yl)methyl)oxazol-2-yl)phenyl)acetylene